trans-3-(4-(6-bromoquinoxalin-2-yl)-1H-pyrazol-1-yl)cyclobutane-1-carbaldehyde BrC=1C=C2N=CC(=NC2=CC1)C=1C=NN(C1)[C@@H]1C[C@H](C1)C=O